C12CNCC2C1CO (3-azabicyclo[3.1.0]hexan-6-yl)methanol